C([O-])(O)=O.COCCOCC[N+](C)(C)CCOC N-[2-(2-methoxyethoxy)ethyl]-N-(2-methoxyethyl)-N,N-dimethyl-ammonium bicarbonate